8-chloro-1-methyl-4-[methyl-[1-(2-pyrimidin-2-yl-1,2,4-triazol-3-yl)ethyl]amino]-6-(trifluoromethyl)quinazolin-2-one ClC=1C=C(C=C2C(=NC(N(C12)C)=O)N(C(C)C=1N(N=CN1)C1=NC=CC=N1)C)C(F)(F)F